3-(4-chlorobenzyl)-2-(2-(pyridin-3-yl)vinyl)quinazolin-4(3H)-one ClC1=CC=C(CN2C(=NC3=CC=CC=C3C2=O)C=CC=2C=NC=CC2)C=C1